Ethansulfonat C(C)S(=O)(=O)[O-]